4-(3,3-dichloro-2-oxoindole-5-ylsulfonyl)piperazine-1-carboxylic acid tert-butyl ester C(C)(C)(C)OC(=O)N1CCN(CC1)S(=O)(=O)C=1C=C2C(C(NC2=CC1)=O)(Cl)Cl